5-(2,8-dimethylimidazo[1,2-b]pyridazin-6-yl)-2-{3-[(3R,5S)-3,5-dimethylpiperazin-1-yl]-1,2,4-triazin-6-yl}phenol dihydrochloride Cl.Cl.CC=1N=C2N(N=C(C=C2C)C=2C=CC(=C(C2)O)C2=CN=C(N=N2)N2C[C@H](N[C@H](C2)C)C)C1